C([C@H]1CO1)OCC1=CC=CC=C1 (R)-Benzyl glycidyl ether